(2R,3S)-2-((E)-3-(5,7-dichloro-1H-benzo[d]imidazol-1-yl)prop-1-en-1-yl)piperidin-3-ol dihydrochloride Cl.Cl.ClC1=CC2=C(N(C=N2)C/C=C/[C@H]2NCCC[C@@H]2O)C(=C1)Cl